C1(CC1)NC(C(C(CC1C(NC2(C1)CCOCC2)=O)NC([C@H](CC(C)C)NC(OC2(CCC2)CC2=CC(=CC=C2)Cl)=O)=O)O)=O 1-(3-chlorobenzyl)cyclobutyl ((2S)-1-((4-(cyclopropylamino)-3-hydroxy-4-oxo-1-(2-oxo-8-oxa-1-azaspiro[4.5]decan-3-yl)butan-2-yl)amino)-4-methyl-1-oxopentan-2-yl)carbamate